ClC1=C(C(=O)OCCC2CC(=NO2)[C@]2([C@@H](N3C(C[C@H]3S2(=O)=O)=O)C(=O)O)C)C=CC(=C1O)O (2S,3R,5R)-3-(5-(2-((2-chloro-3,4-dihydroxybenzoyl)oxy)ethyl)-4,5-dihydroisoxazol-3-yl)-3-methyl-7-oxo-4-thia-1-azabicyclo[3.2.0]heptane-2-carboxylic acid 4,4-dioxide